C(C)(=O)C=1C=C(C=2N(C1)C=CN2)C(=O)OC methyl 6-acetylimidazo[1,2-a]pyridine-8-carboxylate